C(CCCCCCC)OC(CS(=O)(=O)C1=CC=C(C=C1)OC)=O 2-((4-methoxyphenyl)sulfonyl)acetic acid octyl ester